OC(CN1C=NC(=C1C(=O)NC)NC)CO 1-(2,3-dihydroxypropyl)-N-methyl-4-(methylamino)-1H-imidazole-5-carboxamide